C(C)(=O)C1CC(C1)[C@@H](C=1C=C(C=CC1)N1C(C2=CC(=CC(=C2C1)C(F)(F)F)CNC1(CCC1)C)=O)C1=NN=CN1C 2-(3-((S)-((1r,3S)-3-acetylcyclobutyl)(4-methyl-4H-1,2,4-triazol-3-yl)methyl)-phenyl)-6-(((1-methylcyclobutyl)amino)methyl)-4-(trifluoromethyl)isoindolin-1-one